8-(2,5-dimethylpyridin-4-yl)-7-(4-fluorophenyl)-[1,2,4]Triazolo[1,5-c]Pyrimidin-5-amine CC1=NC=C(C(=C1)C=1C=2N(C(=NC1C1=CC=C(C=C1)F)N)N=CN2)C